FC(C1=CC=C(C=C1)C1=CC=C(C=C1)CN1C=CC2=CC(=CC=C12)NC(C=C)=O)(F)F N-(1-((4'-(trifluoromethyl)-[1,1'-biphenyl]-4-yl)methyl)-1H-indol-5-yl)acrylamide